CN1CCC(CC1)OC1=CC=CC=2N=C3N(C=C(C=C3)Br)C21 9-(1-methylpiperidin-4-oxy)-2-bromobenzo[4,5]imidazo[1,2-a]pyridine